ClC1=C(C=CC=C1)C(=C)C=1C=CC=C2C[C@H](C(N(C12)C)=O)NC(=O)N ((3R)-8-(1-(2-chlorophenyl)vinyl)-1-methyl-2-oxo-1,2,3,4-tetrahydroquinolin-3-yl)urea